CN(CCC1(C(C=C(C(=C1)OC(F)(F)F)NC1=NC=CC(=N1)C=1C=NN2C1C=CC=C2)N)NC)C 1-(2-dimethylaminoethyl)-N1-methyl-N4-{4-pyrazolo[1,5-a]pyridin-3-ylpyrimidin-2-yl}-5-trifluoromethoxybenzene-1,2,4-triamine